OC(CO[C@@H]1CC[C@H](CC1)C1=NC(=NC=C1C(=O)N)N1N=C(C2=CC=CC=C12)C)(C)C (trans-4-(2-hydroxy-2-methylpropyloxy)cyclohexyl)-2-(3-methyl-1H-indazol-1-yl)pyrimidine-5-carboxamide